NC[C@@H](C(=O)N[C@@H](CC1=CC=CC=C1)[C@@H](CN(CC(C)C)S(=O)(=O)C1=CC2=C(N=CS2)C=C1)O)O (S)-3-amino-2-hydroxy-N-((2S,3R)-3-hydroxy-4-(N-isobutylbenzo[d]thiazole-6-sulfonylamino)-1-phenylbutan-2-yl)propanamide